NC1=C2C(=NC=N1)N(N=C2C(=O)NC2=CC(=C(C=C2)C#C)F)C2CCCC2 4-amino-1-cyclopentyl-N-(4-ethynyl-3-fluorophenyl)-1H-pyrazolo[3,4-d]pyrimidine-3-carboxamide